1,2,3,4-tetramethylimidazoline CN1C(N(C(C1)C)C)C